NC1=C2N=CN(C2=NC(=N1)F)[C@H]1C([C@@H]([C@@](O1)(C#C)C(O)([2H])[2H])O[Si](C)(C)C(C)(C)C)([2H])[2H] [(2R,3S,5R)-5-(6-amino-2-fluoro-purin-9-yl)-3-[tert-butyl(dimethyl)silyl]oxy-4,4-dideuterio-2-ethynyl-tetrahydrofuran-2-yl]-dideuterio-methanol